N-(5-((E)-2-(2-(((1r,4r)-4-(dimethylamino)cyclohexyl)amino)pyrimidin-5-yl)vinyl)pyridin-2-yl)benzenesulfonamide CN(C1CCC(CC1)NC1=NC=C(C=N1)/C=C/C=1C=CC(=NC1)NS(=O)(=O)C1=CC=CC=C1)C